ClC=1C=C(C=CC1)N1N=CC(=C1)C(C(=O)O)CC 2-(1-(3-chlorophenyl)-1H-pyrazol-4-yl)butanoic acid